[4-(4-tert-Butyl-benzylamino)-2-trifluoromethyl-phenyl]-carbamic acid propyl ester C(CC)OC(NC1=C(C=C(C=C1)NCC1=CC=C(C=C1)C(C)(C)C)C(F)(F)F)=O